NCCCN(CCCN1C(C2=CC=CC=3C2=C(C1=O)C=CC3N(CC)CC)=O)CCCN 2-(3-(bis(3-aminopropyl)amino)propyl)-6-(diethylamino)-1H-benzo[de]isoquinoline-1,3(2H)-dione